(7-oxo-1-(trifluoromethylthio)-6,7-dihydro-5H-3-azaindene-4-yloxy)benzonitrile O=C1CCC(=C2N=CC(=C12)SC(F)(F)F)OC1=C(C#N)C=CC=C1